NC1=NC=2C=CC(=CC2C2=C1C=NN2C)C(=O)N(CC2=NC=C(C=C2)C(F)(F)F)N2C(C(CC2)(F)F)=O 4-amino-N-(3,3-difluoro-2-oxopyrrolidin-1-yl)-1-methyl-N-((5-(trifluoromethyl)pyridin-2-yl)methyl)-1H-pyrazolo[4,3-c]quinoline-8-carboxamide